1-hydroxypentan OCCCCC